FC1=CC=C(C(=O)NC2=NC=CC(=C2)N2C(=NC=3C2=NC(=CC3)N3CCNCC3)C3=CC=C(C=C3)F)C=C1 4-fluoro-N-{4-[2-(4-fluorophenyl)-5-(piperazin-1-yl)-3H-imidazo[4,5-b]Pyridin-3-yl]Pyridine-2-yl}benzamide